FC1=CC=C(C=C1)[C@@H]1CC=NN1 (S)-5-(4-fluorophenyl)-4,5-dihydro-1H-pyrazole